C(CCC)[Sn](C1=C(N=NC=C1)OCC)(CCCC)CCCC tributyl-(3-ethoxypyridazin-4-yl)stannane